(4S,5S,6R)-(5,6-difluoro-4-hydroxy-3-(trifluoromethyl)-5,6-dihydro-cyclopenta[b]pyrrol-1(4H)-yl)-2-fluorobenzonitrile F[C@H]1[C@H](C2=C(N(C=C2C(F)(F)F)C=2C(=C(C#N)C=CC2)F)[C@H]1F)O